O=S1(N(CCC1)CC=1C=CC(=C(C1)C=1C2=C(C(N(C1)C)=O)NC=C2)OC2=CC=CC=C2)=O 4-{5-[(1,1-dioxido-1,2-thiazolidin-2-yl)methyl]-2-phenoxyphenyl}-6-methyl-1,6-dihydro-7H-pyrrolo[2,3-c]pyridin-7-one